C(C)(C)(C)OC(=O)N(CC1CCC1)CC=1N(C2=CC(=CC=C2C1)CC=1N=NN(C1)C1=C2C=NN(C2=CC=C1)C1OCCCC1)C(=O)OC(C)(C)C tert-butyl 2-({[(tert-butoxy)carbonyl](cyclobutylmethyl)amino}methyl)-6-({1-[1-(oxan-2-yl)-1H-indazol-4-yl]-1H-1,2,3-triazol-4-yl}methyl)-1H-indole-1-carboxylate